C(CCC)NC1=NC=CC(=N1)O[C@@H]1CN(CC1)CC(=O)NC=1C=CC=C2C(=CNC12)C1=NC(=NC=C1C)NC1=NN(C(=C1)C)C (S)-2-(3-((2-(butylamino)pyrimidin-4-yl)oxy)pyrrolidin-1-yl)-N-(3-(2-((1,5-dimethyl-1H-pyrazol-3-yl)amino)-5-methylpyrimidin-4-yl)-1H-indol-7-yl)acetamide